ClC1=CC=C(C(=N1)C1=CC=2C(C=N1)=NN(C2C(C)C)C)F 5-(6-chloro-3-fluoro-2-pyridinyl)-3-isopropyl-2-methyl-pyrazolo[3,4-C]pyridine